5-fluoro-N'-(1H-imidazol-2-yl)pyridine-3-carboxamidine FC=1C=C(C=NC1)C(=NC=1NC=CN1)N